CC(C)(C(C)C)NCCCCCCCCCCN N-(2,3-dimethylbutan-2-yl)decane-1,10-diamine